O=C1[C@H]2[C@H]3C=C[C@@H]([C@H]2C(N1C=1SC2=C(N1)C=CC(=C2)OC2=NC=CC(=C2)C#N)=O)C3 2-[[2-[(1R,2S,6R,7S)-3,5-dioxo-4-azatricyclo[5.2.1.02,6]dec-8-en-4-yl]-1,3-benzothiazol-6-yl]oxy]pyridine-4-carbonitrile